5,8-diaminothiochroman-4-one NC1=C2C(CCSC2=C(C=C1)N)=O